N[C@@H](CC(=O)O)CN1N=C(N=N1)C1=CC=C(C=C1)OC1=NC=C(C=C1F)Cl (S)-3-amino-4-(5-(4-((5-chloro-3-fluoropyridin-2-yl)oxy)phenyl)2H-tetrazol-2-yl)butanoic acid